3-((2-(2-fluorophenyl)-4-((methylamino)methyl)-1H-pyrrol-1-yl)sulfonyl)benzidine FC1=C(C=CC=C1)C=1N(C=C(C1)CNC)S(=O)(=O)C=1C=C(C=CC1N)C1=CC=C(N)C=C1